NC1=NC=2C(=CC=CC2C=2N1C=C(N2)C(=O)N(CC=2C=CC=C1C=CC=NC21)C)OC 5-amino-7-methoxy-N-methyl-N-(quinolin-8-ylmethyl)imidazo[1,2-c]quinazoline-2-carboxamide